6-(6-(8-(azetidine-3-carbonyl)-3,8-diazabicyclo[3.2.1]octan-3-yl)pyridin-3-yl)-4-methoxypyrazolo[1,5-a]pyridine-3-carbonitrile N1CC(C1)C(=O)N1C2CN(CC1CC2)C2=CC=C(C=N2)C=2C=C(C=1N(C2)N=CC1C#N)OC